FC1(CC(C1)C(=O)C=1C=C2C(=NC1)N(N=C2)[Si](C(C)C)(C(C)C)C(C)C)F (3,3-difluorocyclobutyl)-(1-triisopropylsilylpyrazolo[3,4-b]pyridin-5-yl)methanone